C(CC)C(C(=O)O)(C)C1=CC=C(C=C1)Cl.N1CCCCC1 (piperidine) propyl-4-chlorophenyl-propionate